FC([C@H]1C[C@@H](CC1)N1C(C2=CC=CC=C2C1=O)=O)(F)F |r| rac-2-((1R,3R)-3-(trifluoromethyl)cyclopentyl)isoindoline-1,3-dione